3-aminopyrazolo-[1,5-a]-pyrimidin-5-ol NC=1C=NN2C1N=C(C=C2)O